Tert-butyl ((1r,3r)-1-methyl-3-(piperazin-1-yl)cyclobutyl)carbamate CC1(CC(C1)N1CCNCC1)NC(OC(C)(C)C)=O